ETHYL (E)-3-(5-(BENZYLTHIO)-2-((4-BROMO-5-FLUORO-2-METHOXYPHENYL)AMINO)PHENYL)ACRYLATE C(C1=CC=CC=C1)SC=1C=CC(=C(C1)/C=C/C(=O)OCC)NC1=C(C=C(C(=C1)F)Br)OC